3,3'-methylenediphenyl diisocyanate C(C=1C=C(C=CC1)N=C=O)C=1C=C(C=CC1)N=C=O